3-((4,4-bis(((Z)-oct-5-en-1-yl)oxy)butanoyl)oxy)-2-(((7-((2-butyloctanoyl)oxy)heptanoyl)oxy)methyl)propyl 4-(((2-(piperidin-1-yl)ethyl)carbamoyl)oxy)decanoate N1(CCCCC1)CCNC(=O)OC(CCC(=O)OCC(COC(CCC(OCCCC\C=C/CC)OCCCC\C=C/CC)=O)COC(CCCCCCOC(C(CCCCCC)CCCC)=O)=O)CCCCCC